2,2',3,3',5,5',6,6'-octafluoro-4,4'-bis((4,4,5,5,5-pentafluoropentyl)sulfonyl)-1,1'-biphenyl FC1=C(C(=C(C(=C1F)S(=O)(=O)CCCC(C(F)(F)F)(F)F)F)F)C1=C(C(=C(C(=C1F)F)S(=O)(=O)CCCC(C(F)(F)F)(F)F)F)F